(R)-2-((6-((3R,4S)-4-amino-3-fluoropiperidin-1-yl)-3,5-dicyano-4-ethylpyridin-2-yl)thio)-2-phenylacetamide N[C@@H]1[C@@H](CN(CC1)C1=C(C(=C(C(=N1)S[C@@H](C(=O)N)C1=CC=CC=C1)C#N)CC)C#N)F